CC(COC1=CC=C(C=C1)C(C(=O)OC)C(N[C@H](C)C1=CC=CC=C1)=O)CCC Methyl 2-{4-[(2-Methylpentyl)oxy]phenyl}-2-{[(1R)-1-phenylethyl]carbamoyl}acetate